5'-deoxy-5-fluoro-N-[(pentyloxy)carbonyl]cytidine FC=1C(=NC(N([C@H]2[C@H](O)[C@H](O)[C@@H](C)O2)C1)=O)NC(=O)OCCCCC